C(C=C)OC1=C(C=C(C=C1OCC1=CC=CC=C1)[C@H]1OC2=CC(=CC(=C2C[C@H]1O)OCC1=CC=CC=C1)OCC1=CC=CC=C1)OCC1=CC=CC=C1 (2R,3R)-2-(4-(allyloxy)-3,5-bis(benzyloxy)phenyl)-5,7-bis(benzyloxy)chroman-3-ol